C(C1=CC=CC=C1)OC(=O)NCC(=O)NCC(=O)N[C@@H](CC1=CC=CC=C1)C(=O)O N-[(benzyloxy)carbonyl]glycylglycinyl-L-phenylalanine